2-chloro-1-(3-isopropenylphenyl)ethan-1-one ClCC(=O)C1=CC(=CC=C1)C(=C)C